4-morpholino-1-(3-nitrophenyl)butan-1-one O1CCN(CC1)CCCC(=O)C1=CC(=CC=C1)[N+](=O)[O-]